tert-butyl (1S,4S)-5-(4-(((3R,4R)-1-(2-cyanoacetyl)-4-methylpiperidin-3-yl)(methyl)amino)-7H-pyrrolo[2,3-d]pyrimidine-7-carbonyl)-2,5-diazabicyclo[2.2.1]heptane-2-carboxylate C(#N)CC(=O)N1C[C@@H]([C@@H](CC1)C)N(C=1C2=C(N=CN1)N(C=C2)C(=O)N2[C@@H]1CN([C@H](C2)C1)C(=O)OC(C)(C)C)C